Ornithine HCL Cl.N[C@@H](CCCN)C(=O)O